C(C)(=O)OC[C@@H](CC1=CC(=CC=C1)[C@](C(=O)NNC)(CCCC(CS(=O)(=O)CCO)(C)C)C)OC(C)=O (R)-3-(3-((R)-7-((2-hydroxyethyl)sulfonyl)-2,6,6-trimethyl-1-(2-methylhydrazineyl)-1-oxoheptan-2-yl)phenyl)propane-1,2-diyl diacetate